FC1=CC=C(C=C1)[C@]1(C[C@@H]2[C@H](N(OC2(C)C)C)[C@H](C1)C)C (3aR,5R,7S,7aR)-5-(4-fluorophenyl)-1,3,3,5,7-pentamethyl-octahydrobenzo[c]isoxazole